S(N)(=O)(=O)C1=NC=CC(=C1)C1=C(C(=NC=C1C(F)(F)F)N1CC(CC1)C1=CC=C(C=C1)C(F)(F)F)C(=O)N (2-sulfamoyl-4-pyridyl)-5-(trifluoromethyl)-2-[3-[4-(trifluoromethyl)phenyl]pyrrolidin-1-yl]pyridine-3-carboxamide